C(C=C)(=O)N1CC(N(CC1)C=1C2=C(N(C(N1)=O)C=1C(=NC=CC1C)C(C)C)N=C(C(=C2)C#N)C2=C(C=CC(=C2)F)F)C 4-(4-acryloyl-2-methylpiperazin-1-yl)-7-(2,5-difluorophenyl)-1-(2-isopropyl-4-methylpyridin-3-yl)-2-oxo-1,2-dihydropyrido[2,3-d]pyrimidine-6-carbonitrile